1-(((3S)-1-((3-cyano-1-azetidinyl)sulfonyl)-3-piperidinyl)carbonyl)-N-(2-fluoro-4-(trifluoromethyl)benzyl)-D-prolinamide C(#N)C1CN(C1)S(=O)(=O)N1C[C@H](CCC1)C(=O)N1[C@H](CCC1)C(=O)NCC1=C(C=C(C=C1)C(F)(F)F)F